(5-{2-[(6-methoxy-2-methyl-1,2,3,4-tetrahydroisoquinolin-7-yl)amino]quinazolin-7-yl}pyridin-2-yl)acetonitrile COC=1C=C2CCN(CC2=CC1NC1=NC2=CC(=CC=C2C=N1)C=1C=CC(=NC1)CC#N)C